ethyl [(3S)-1-(4-cyano-4-phenylcyclohexyl)pyrrolidin-3-yl]methylcarbamate C(#N)C1(CCC(CC1)N1C[C@@H](CC1)CNC(OCC)=O)C1=CC=CC=C1